ethyl (S)-2-(((benzyloxy)carbonyl)(methyl)amino)-2-((S)-tetrahydrofuran-3-yl)acetate C(C1=CC=CC=C1)OC(=O)N([C@H](C(=O)OCC)[C@H]1COCC1)C